C(C)(C)(C)OC(NC1=C(C=2N(C=C1)N=CC2CC)OC)=O (3-Ethyl-4-methoxypyrazolo[1,5-a]pyridin-5-yl)carbamic acid tert-butyl ester